5-(3-(7-(4-(2-Hydroxyethyl)piperazin-1-yl)-2-methyl-3-phenylpyrazolo[1,5-a]-pyrimidin-5-yl)phenyl)-N-methoxy-N-methylpent-4-ynamide OCCN1CCN(CC1)C1=CC(=NC=2N1N=C(C2C2=CC=CC=C2)C)C=2C=C(C=CC2)C#CCCC(=O)N(C)OC